4-nitrophenyl-azovanillin [N+](=O)([O-])C1=CC=C(C=C1)C1=C(C(=O)N=NC(=O)C2=CC(OC)=C(O)C=C2)C=CC(=C1OC)O